[C@@H]1(CCC12CCNCC2)NC=2C=C(C=CC2C(F)(F)F)C2=NNC(O2)=O 5-[3-{[(1S)-7-azaspiro[3.5]nonan-1-yl]amino}-4-(trifluoromethyl)phenyl]-1,3,4-oxadiazol-2(3H)-one